C(#N)C(C1=CC=CC=C1)(C1=CC=CC=C1)C#N dicyanodiphenylmethane